CN1N=C2C(=N1)C=CC(=C2)C2=NN(C(=C2)C(F)(F)F)CC2=CC=C(C(=O)NO)C=C2 4-{[3-(2-methyl-2H-benzo[d][1,2,3]triazol-5-yl)-5-trifluoromethyl-1H-pyrazol-1-yl]methyl}-N-hydroxybenzamide